C1CN2CCN1CC2 TRIETHYLENEDIAMINE